OC1=CC=C(C=C1)C(C)(C1=CC2=CC=CC=C2C=C1)C1=CC=C(C=C1)O 1,1-bis(4-hydroxyphenyl)-1-(2-naphthyl)ethane